8-[(2E)-3,7-dimethyl-2,6-octadienyl]-3,5,7-trihydroxy-4H-benzopyran-4-one C\C(=C/CC1=C(C=C(C=2C(C(=COC21)O)=O)O)O)\CCC=C(C)C